C1(CC1)C1=NN(C(N1CC)=O)C1=CC(=C(C(=O)O)C=C1F)O[C@H](C(F)(F)F)C 4-(3-cyclopropyl-4-ethyl-5-oxo-4,5-dihydro-1H-1,2,4-triazol-1-yl)-5-fluoro-2-{[(2S)-1,1,1-trifluoropropan-2-yl]oxy}benzoic acid